[C@H]12CCC[C@@H]2[C@@H](C1)OC(C=1NC(=C(N1)S(=O)(=O)C)C)C1=CC(=C(C=C1)F)Cl 2-[[(1S,5S,6R)-6-bicyclo[3.2.0]heptanyl]oxy-(3-chloro-4-fluorophenyl)methyl]-5-methyl-4-methylsulfonyl-1H-imidazole